ClC=1C(=C(C(=O)NC)C=C(C1)Cl)NCC 3,5-dichloro-N-methyl-2-ethylaminobenzamide